OCC1=NN2C(N(C(C=C2N2C[C@H](N(C[C@@H]2C)C(=O)OC(C)(C)C)C)=O)C)=C1 tert-butyl (2R,5S)-4-(2-(hydroxymethyl)-4-methyl-5-oxo-4,5-dihydropyrazolo[1,5-a]pyrimidin-7-yl)-2,5-dimethylpiperazine-1-carboxylate